[Cu].[Ni].[Pd].[Ag].C(C)N1C[C@@H](CCC1)NC(CN1N=C(C2=C(C1=O)SC1=C2C=CC=C1)C(C)C)=O (R)-N-(1-ethylpiperidin-3-yl)-2-(1-isopropyl-4-oxobenzo[4,5]thieno[2,3-d]pyridazin-3(4H)-yl)acetamide silver-palladium-nickel-copper